(S)-2-Fluoro-7,8,9,10-tetrahydro-5H-pyrazino[1,2-a]pyrido[3,2-e]pyrazine FC=1C=CC=2NC=C3N(C2N1)CCNC3